N1C=C(C2=CC=CC=C12)C1=NC(=NC=C1)NC1=CC(=C(C=C1OC)F)N N1-(4-(1H-indol-3-yl)pyrimidin-2-yl)-4-fluoro-6-methoxybenzene-1,3-diamine